FC(C=1C(N(C2=CC=CC=C2N1)C)=O)F 3-(difluoromethyl)-1-methylquinoxalin-2(1H)-one